CC1=C(C=CC(=C1C)C)S(=O)(=O)Cl 2,3,4-trimethylbenzenesulfonyl chloride